C(C)(C)(C)S(=O)(=O)C=1C(=CC=2N(C1)C(=CN2)C=2C=C(C=CC2)N2C(OCC2)=O)OC 3-(3-(6-(tert-butylsulfonyl)-7-methoxyimidazo[1,2-a]pyridin-3-yl)phenyl)oxazolidin-2-one